2-(4-(9-benzyl-6-(1-methylcyclopropoxy)-9H-purin-8-yl)-3-chlorophenoxy)-N,N-dimethylacetamide C(C1=CC=CC=C1)N1C2=NC=NC(=C2N=C1C1=C(C=C(OCC(=O)N(C)C)C=C1)Cl)OC1(CC1)C